[(3R,5S,8R,9S,10S,13S,14S,17S)-17-acetyl-10,13-dimethyl-2,3,4,5,6,7,8,9,11,12,14,15,16,17-tetradecahydro-1H-cyclopenta[a]phenanthren-3-yl] 3-(5-oxotetrahydrofuran-2-yl)propanoate O=C1CCC(O1)CCC(=O)O[C@@H]1CC[C@@]2([C@H]3CC[C@@]4([C@H](CC[C@H]4[C@@H]3CC[C@H]2C1)C(C)=O)C)C